ClC=1C=C(C=C(C1)Cl)C1=NC(=CC(=C1)CN1CCC(CC1)CC(=O)O)OC=1C=NC(=NC1)N1CCN(CC1)CCCS(=O)(=O)C 2-(1-((2-(3,5-dichloro-phenyl)-6-((2-(4-(3-(methylsulfonyl)propyl)piperazin-1-yl)pyrimidin-5-yl)oxy)pyridin-4-yl)methyl)piperidin-4-yl)acetic acid